4-(1-methyl-1H-pyrazol-4-yl)-1,2,3,6-tetrahydropyridine CN1N=CC(=C1)C=1CCNCC1